NC1=C(SC=C1)C(=O)OCC 3-amino-2-(ethoxycarbonyl)thiophene